C1(=CC=CC2=CC=CC=C12)C(=O)[O-].[Hg+] mercury naphthalate